tert-Butyl (1,1-difluorospiro[2.3]hexan-5-yl)carbamate FC1(CC12CC(C2)NC(OC(C)(C)C)=O)F